ClC1=CC(=C(C2=C1OC(O2)(C2CCN(CC2)CC(F)(F)F)C)C)C(=O)NCC=2C(NC(=CC2SC)C)=O 7-chloro-2,4-dimethyl-N-((6-methyl-4-(methylthio)-2-oxo-1,2-dihydropyridin-3-yl)methyl)-2-(1-(2,2,2-trifluoroethyl)piperidin-4-yl)benzo[d][1,3]dioxole-5-carboxamide